2,4-dihydroxy-6-pentyl-benzoic acid OC1=C(C(=O)O)C(=CC(=C1)O)CCCCC